COCCNC(=O)C1=CN2C3=CC=CC=C3SC2=N1 N-(2-methoxyethyl)-7-thia-2,5-diazatricyclo[6.4.0.02,6]dodeca-1(12),3,5,8,10-pentaene-4-carboxamide